[Cl].CC1=CN(C=C1)CCCC 3-methyl-1-butyl-pyrrole chlorine salt